5-bromo-1-(4-fluorophenyl)-N-[4-[(7-methoxy-1,5-naphthyridin-4-yl)oxy]phenyl]-4,6-dimethyl-2-oxopyridine-3-carboxamide BrC=1C(=C(C(N(C1C)C1=CC=C(C=C1)F)=O)C(=O)NC1=CC=C(C=C1)OC1=CC=NC2=CC(=CN=C12)OC)C